C(C)(=O)N1CCC(CC1)C1=NN(C=2C=CC=C(C12)C1=C(C=C2C=NN(C2=C1)C)C#N)CC(=O)O [3-(1-acetylpiperidin-4-yl)-5'-cyano-1'-methyl-[4,6'-biindazol]-1-yl]acetic acid